(R)-4-amino-N-((R)-2-hydroxypropyl)-N'-((R)-1-(4-methoxyphenyl)ethyl)benzenesulfonimidamide NC1=CC=C(C=C1)[S@](=O)(NC[C@@H](C)O)=N[C@H](C)C1=CC=C(C=C1)OC